2,2,4,4-Tetramethylbutylhydroperoxid CC(COO)(CC(C)C)C